ethylenedione C(=C=O)=O